C(C)OC(NC1=C(C=C(C=C1)CNC1=CC=C(C=C1)F)N)=O {2-Amino-4-[(4-fluorophenylamino)-methyl]-phenyl}-carbamic acid ethyl ester